ethyl 4-[9-(4-chloro-2-fluoro-phenyl)-2,3-dimethyl-4-oxo-pyrimido[1,2-b]pyridazin-7-yl]tetrahydropyran-2-carboxylate ClC1=CC(=C(C=C1)C=1C=2N(N=C(C1)C1CC(OCC1)C(=O)OCC)C(C(=C(N2)C)C)=O)F